furoxan 2,3-dihydro-3,3-dimethylbenzofuran-5-yl-ethanesulfonate CC1(COC2=C1C=C(C=C2)OS(=O)(=O)CC)C.O2[N+]([O-])=CC=N2